(R)-4-((1-(3-(difluoromethyl)-2-fluorophenyl)ethyl)amino)-N,N,2-trimethyl-7-(piperazin-1-yl)pyrido[2,3-d]pyrimidine-6-carboxamide FC(C=1C(=C(C=CC1)[C@@H](C)NC=1C2=C(N=C(N1)C)N=C(C(=C2)C(=O)N(C)C)N2CCNCC2)F)F